ClC=1N=C(C2=C(N1)N(CC2(C)C)C2=CC=C(C=C2)OC2=CC=CC=C2)NCC2=CC=C(C=C2)OC 2-chloro-N-(4-methoxybenzyl)-5,5-dimethyl-7-(4-phenoxyphenyl)-6,7-dihydro-5H-pyrrolo[2,3-d]pyrimidin-4-amine